trans-4-((3-(1-Cyclopropyl-1H-pyrazol-4-yl)phenyl)((trans-4-(4-methoxy-3-methylphenyl)cyclohexyl)methyl) carbamoyl)cyclohexyl 3-((methylsulfinyl)methyl)azetidine-1-carboxylate CS(=O)CC1CN(C1)C(=O)O[C@@H]1CC[C@H](CC1)C(N(C[C@@H]1CC[C@H](CC1)C1=CC(=C(C=C1)OC)C)C1=CC(=CC=C1)C=1C=NN(C1)C1CC1)=O